3-{5-[4-(5-methoxypyrimidin-2-yl)-1,2,3-triazol-1-yl]-1-oxo-3H-isoindol-2-yl}piperidine-2,6-dione COC=1C=NC(=NC1)C=1N=NN(C1)C=1C=C2CN(C(C2=CC1)=O)C1C(NC(CC1)=O)=O